S1C(SCC1)C=1C=C(C(=O)O)C=C(C1OCC1=CC=C(C=C1)OC)F 3-(1,3-dithiolan-2-yl)-5-fluoro-4-(4-methoxyphenylmethyloxy)benzoic acid